FC([C@H](N)C1CC1)(F)F (αr)-α-(trifluoromethyl)cyclopropanemethylamine